[Mg+2].[Cl-].[Cl-] The molecule is a magnesium salt comprising of two chlorine atoms bound to a magnesium atom. It is a magnesium salt, an inorganic chloride and a magnesium halide.